isopropyl 4-[5-[4-acetamido-2-(tert-butylsulfamoyl)phenyl] thiazol-2-yl]piperazine-1-carboxylate C(C)(=O)NC1=CC(=C(C=C1)C1=CN=C(S1)N1CCN(CC1)C(=O)OC(C)C)S(NC(C)(C)C)(=O)=O